2,6,8,8-tetramethyl-1,3-nonadiene CC(=C)C=CCC(CC(C)(C)C)C